CN1C2CN(CC1C2)C=2C=NC(=NC2)NC=2SC(=CN2)C2=NC(=NC=C2)OC2CCOCC2 N-(5-(6-methyl-3,6-diazabicyclo[3.1.1]heptan-3-yl)pyrimidin-2-yl)-5-(2-((tetrahydro-2H-pyran-4-yl)oxy)pyrimidin-4-yl)thiazol-2-amine